4-methyl-5-(trifluoromethyl)pyridin-2-amine Tetrakis(2,2,2-trifluoroacetate) FC(C(=O)O)(F)F.FC(C(=O)O)(F)F.FC(C(=O)O)(F)F.FC(C(=O)O)(F)F.CC1=CC(=NC=C1C(F)(F)F)N